ethyl 5-(trifluoromethyl)-1H-pyrazole-3-carboxylate FC(C1=CC(=NN1)C(=O)OCC)(F)F